5-Methylsalicylic acid CC1=CC=C(C(C(=O)O)=C1)O